C(C)(=O)N1CCC(CC1)(OC([2H])([2H])[2H])C=1C(N(C2=C(C(=NC(=C2C1)Cl)C)OCC1=CC=CC=C1)C)=O 3-(1-acetyl-4-(methoxy-d3)piperidin-4-yl)-5-chloro-1,7-dimethyl-8-(benzyloxy)-1,6-naphthyridin-2(1H)-one